SC(C(C)O)(C1=CC=CC=C1)O mercaptophenyl-propylene glycol